C(C)OC1=C(C(=O)O)C(=CC(=C1)OS(=O)(=O)C1=CC=C(C)C=C1)OS(=O)(=O)C1=CC=C(C)C=C1 2-Ethoxy-4,6-bis(tosyloxy)benzoic acid